((8S,9R,10S)-9-([1,1'-biphenyl]-4-yl)-6-(3,3,3-trifluoropropyl)-1,6-diazabicyclo[6.2.0]decan-10-yl)methanol C1(=CC=C(C=C1)[C@@H]1[C@H]2CN(CCCCN2[C@@H]1CO)CCC(F)(F)F)C1=CC=CC=C1